tert-butyl (S)-4-bromo-2-((S)-1-(((R)-tert-butylsulfinyl) amino) but-3-en-1-yl)-5-chloro-6-fluoro-2-phenylindoline-1-carboxylate BrC1=C2C[C@](N(C2=CC(=C1Cl)F)C(=O)OC(C)(C)C)(C1=CC=CC=C1)[C@H](CC=C)N[S@](=O)C(C)(C)C